[Cl-].NC=1NC(C2=C(N1)NC=C2C[NH2+]CCNC2=CC=CC=C2)=O N-((2-amino-4-oxo-4,7-dihydro-3H-pyrrolo[2,3-d]pyrimidin-5-yl)methyl)-2-(phenylamino)ethan-1-aminium chloride